ClC=1C=C(C2=C(CC(O2)(C)C)C1)COC1=C(C(=C(C=C1)C=CC(=O)N)C)C 3-(4-((5-chloro-2,2-dimethyl-2,3-dihydrobenzofuran-7-yl)methoxy)-2,3-dimethylphenyl)propenamide